N1-(5-(3-(2,2-difluoroethyl)-2-methyl-3H-imidazo[4,5-b]pyridin-5-yl)pyrrolo[2,1-f][1,2,4]triazin-2-yl)-N4-methylcyclohexane-1,4-diamine FC(CN1C(=NC=2C1=NC(=CC2)C=2C=CN1N=C(N=CC12)NC1CCC(CC1)NC)C)F